C12CNCC(CC1)N2C=2SC=1CN(CCC1N2)C(COC2=C(C#N)C=CC=C2)=O 2-(2-(2-(3,8-diazabicyclo[3.2.1]octan-8-yl)-6,7-dihydrothiazolo[5,4-c]pyridin-5(4H)-yl)-2-oxoethoxy)benzonitrile